N-(3-Fluorophenyl)-N1-(3-methoxyphenyl)-6-morpholin-4-yl-[1,3,5]triazine-2,4-diamine hydrochloride Cl.FC=1C=C(C=CC1)NC1N(C(=NC(=N1)N)N1CCOCC1)C1=CC(=CC=C1)OC